2,5-dichloro-4-[1-(6-methoxy-2-pyridyl)pyrazol-4-yl]pyrimidine ClC1=NC=C(C(=N1)C=1C=NN(C1)C1=NC(=CC=C1)OC)Cl